C1CCCC12CCC(CC2)C=O spiro[4.5]decane-8-carbaldehyde